2-(2-bromoethoxy)ethoxy-2-nitroaniline BrCCOCCONC1=C(C=CC=C1)[N+](=O)[O-]